Tert-butyl (S)-7-(4-(2-(2,5-dihydrofuran-3-yl) phenyl) piperidin-1-yl)-5-oxa-2-azaspiro[3.4]octane-2-carboxylate O1CC(=CC1)C1=C(C=CC=C1)C1CCN(CC1)[C@@H]1COC2(CN(C2)C(=O)OC(C)(C)C)C1